C(C1=CC=CC=C1)OC(=O)N[C@H](C(=O)O)CCC(C)(C)C (2S)-2-{[(benzyloxy)carbonyl]amino}-5,5-dimethylhexanoic acid